1-(1H-indol-3-yl)ethan-1-one-O-methyloxime CON=C(C)C1=CNC2=CC=CC=C12